1-(3-(Bromomethyl)-5-fluoropyridin-2-yl)dihydropyrimidine-2,4(1H,3H)-dione BrCC=1C(=NC=C(C1)F)N1C(NC(CC1)=O)=O